7-cyclopentyl-2-[[5-[4-(4-formylphenyl)piperazin-1-yl]-2-pyridinyl]-amino]-N,N-dimethylpyrrolo[2,3-d]pyrimidine-6-carboxamide C1(CCCC1)N1C(=CC2=C1N=C(N=C2)NC2=NC=C(C=C2)N2CCN(CC2)C2=CC=C(C=C2)C=O)C(=O)N(C)C